C(C)N1C2=C(C=C(C=C2C=2C(=C(C(=CC12)[2H])C=O)[2H])[2H])[2H] 9-ethyl-9H-carbazole-2,4,6,8-d4-3-carbaldehyde